N,N-dimethyl-4-(1-(2-(thiophen-2-yl)phenoxy)ethyl)-1H-imidazole-1-sulfonamide CN(S(=O)(=O)N1C=NC(=C1)C(C)OC1=C(C=CC=C1)C=1SC=CC1)C